FC1=C(C(=C2C=CN(C2=C1)S(=O)(=O)C1=CC=C(C)C=C1)SC)OC=1C=C(C#N)C=CC1 3-((6-fluoro-4-(methylsulfanyl)-1-tosyl-1H-indol-5-yl)oxy)benzonitrile